CN(C1=CN(N=C1N(C)C)C)C 4-dimethylamino-5-dimethylamino-2-methylpyrazole